tert-butyl 4-[4-(3,4-dichloro-2-fluoro-anilino)quinazolin-6-yl]piperidine-1-carboxylate ClC=1C(=C(NC2=NC=NC3=CC=C(C=C23)C2CCN(CC2)C(=O)OC(C)(C)C)C=CC1Cl)F